ClC1=C(C=CC=C1)[C@H]1N(CCC1)C=1N=C(C(=NC1)C(=O)N[C@H](C)\C=C\S(=O)(=O)C)C 5-((S)-2-(2-chlorophenyl)pyrrolidin-1-yl)-3-methyl-N-((R,E)-4-(methylsulfonyl)but-3-en-2-yl)pyrazine-2-carboxamide